2-[4-[(3S)-3-pyrimidin-5-yl-isoxazolidine-2-carbonyl]-1-piperidinyl]pyridine-4-carbonitrile N1=CN=CC(=C1)[C@H]1N(OCC1)C(=O)C1CCN(CC1)C1=NC=CC(=C1)C#N